C(C)C1=NC2=C(C=3C=C(C(=CC13)OC)OC)C(NC2=O)=O 5-ethyl-7,8-dimethoxy-1H-pyrrolo[3,4-c]-Isoquinoline-1,3(2H)-dione